N,N-dimethyl-anilinium [tetrakis(perfluorophenyl)borate] FC1=C(C(=C(C(=C1F)F)F)F)[B-](C1=C(C(=C(C(=C1F)F)F)F)F)(C1=C(C(=C(C(=C1F)F)F)F)F)C1=C(C(=C(C(=C1F)F)F)F)F.C[NH+](C1=CC=CC=C1)C